aza-xanthene N1=CC=CC=2OC3=CC=CC=C3CC12